Isocyanobenzoate [N+](#[C-])C1=C(C(=O)[O-])C=CC=C1